2-(3-(1-(4-methyl-4H-1,2,4-triazol-3-yl)cyclopentyl)phenyl)-6-(((1-methylcyclobutyl)amino)methyl)-4-(trifluoromethyl)isoindolin-1-one CN1C(=NN=C1)C1(CCCC1)C=1C=C(C=CC1)N1C(C2=CC(=CC(=C2C1)C(F)(F)F)CNC1(CCC1)C)=O